N-(Cyclopropylmethyl)-1-(2,6-dichloropyridin-4-yl)ethan-1-amine C1(CC1)CNC(C)C1=CC(=NC(=C1)Cl)Cl